FC=1C=C(C=CC1)NC(NC1=C(C(=O)NCCC)C=CC(=C1)OC)=O 2-[3-(3-fluorophenyl)ureido]-4-methoxy-N-propylbenzamide